CN(C)CC1=NC(=CC(=C1)N)C(F)(F)F 2-((dimethylamino)methyl)-6-(trifluoromethyl)pyridin-4-amine